O1C(=CC=C1)C(C#C\C(=C/C=O)\C1=CC=C(C=C1)OC)(C#CC1=CC=CC=C1)O (Z)-6-(furan-2-yl)-6-hydroxy-3-(4-methoxyphenyl)-8-phenyloctane-2-en-4,7-diyne-1-al